1-[4-(4-Hydroxypiperidin-1-yl)phenyl]-3-(3-methoxy-4-phenylmethoxyphenyl)prop-2-en-1-one OC1CCN(CC1)C1=CC=C(C=C1)C(C=CC1=CC(=C(C=C1)OCC1=CC=CC=C1)OC)=O